C(C)(C)(C)OC(=O)N1C[C@@H](N(CC1)C1=NC=NC2=CC=C(C=C12)Br)C (S)-4-(6-bromoquinazolin-4-yl)-3-methylpiperazine-1-carboxylic acid tert-butyl ester